ClC=1C=C(C=C(C1)Cl)C1=NC(=CC(=C1)CN1CCC(CC1)CC(=O)O)OC=1C=NC(=NC1)N1CCN(CC1)C 2-(1-((2-(3,5-dichloro-phenyl)-6-((2-(4-methyl-piperazin-1-yl)pyrimidin-5-yl)oxy)pyridin-4-yl)methyl)piperidin-4-yl)acetic acid